CC1(OCCO1)C(C(=O)OCC)C Ethyl 2-(2-methyl-1,3-Dioxolan-2-yl)Propanoate